C[C@@H]1CN(CCC1)C(=O)C=1C=C2C(=NC1)N(C=C2)C=2C=CC(=NC2)C#N (S)-5-(5-(3-methylpiperidine-1-carbonyl)-1H-pyrrolo[2,3-b]pyridin-1-yl)pyridinecarbonitrile